1-[(4-cyano-6-morpholinyl)pyrimidin-2-yl]-3-methyl-5-amino-1H-pyrazole-4-carboxylic acid C(#N)N1CCOC(C1)C1=NC(=NC=C1)N1N=C(C(=C1N)C(=O)O)C